dimethyl phthalate 1,4-cyclohexanedicarboxylate C1(CCC(CC1)C(=O)O)C(=O)O.C(C=1C(C(=O)OC)=CC=CC1)(=O)OC